1,4-dichloro-2,5-difluoro-3,6-diiodobenzene ClC1=C(C(=C(C(=C1I)F)Cl)I)F